CCCCCCCCCC trans-decan